CN1CCN(CC1)CCCNC1=CC=2C(N(C(C=3C2C=2C(C(N(C(C12)=O)CCCN1CCOCC1)=O)=CC3NCCCN3CCN(CC3)C)=O)CCCN3CCOCC3)=O 4,9-bis((3-(4-methylpiperazine-1-yl)-propyl)amino)-2,7-bis(3-morpholinopropyl)benzo[lmn][3,8]phenanthroline-1,3,6,8(2H,7H)-tetraone